CC1=C(OC2=CC3=CN(N=C3C=C2C=2C3=C(C(N(C2)C)=O)NC(=C3)C(=O)NCC)CC3COC3)C(=CC=C1)C 4-(5-(2,6-dimethylphenoxy)-2-(oxetan-3-ylmethyl)-2H-indazol-6-yl)-N-ethyl-6-methyl-7-oxo-6,7-dihydro-1H-pyrrolo[2,3-c]pyridine-2-carboxamide